bromo-2,4-dichloro-6-(difluoromethyl)-8-fluoroquinazoline BrC1=C2C(=NC(=NC2=C(C=C1C(F)F)F)Cl)Cl